C1(CCC1)CSC=1C(=NC=CC1)C#N 3-((cyclobutylmethyl)thio)pyridine-2-carbonitrile